9-methyl-1,2,3,4-tetrahydrofluorenyl-trimethyl-titanium CC1C2=CC=CC=C2C=2CCCC(C12)[Ti](C)(C)C